C(CCC)C1(CS(C2=C(N(C1)C1=CC=CC=C1)C=C(C(=C2)O)N(C)C)(=O)=O)CCCC 3,3-Dibutyl-7-(dimethylamino)-8-hydroxy-5-phenyl-2,3,4,5-tetrahydro-1,5-benzothiazepine 1,1-dioxide